N-(2-cyclopropyl-4-fluorophenyl)-2-(2-(2-(4-fluoro-1,3-dioxoisoindol-2-yl)ethoxy)ethoxy)-N-(7-Nitrobenzo[c][1,2,5]oxadiazol-4-yl)acetamide C1(CC1)C1=C(C=CC(=C1)F)N(C(COCCOCCN1C(C2=CC=CC(=C2C1=O)F)=O)=O)C1=CC=C(C2=NON=C21)[N+](=O)[O-]